C(C=C)SC=1C=C(C=CC1)B(O)O 3-(ALLYLTHIO)-BENZENEBORONIC ACID